tert-butyl (R)-4-(7-benzyl-2-((1,1-dimethoxypropan-2-yl)oxy)-5,6,7,8-tetrahydropyrido[3,4-d]pyrimidin-4-yl)piperazine-1-carboxylate C(C1=CC=CC=C1)N1CC=2N=C(N=C(C2CC1)N1CCN(CC1)C(=O)OC(C)(C)C)O[C@@H](C(OC)OC)C